NC1=NC=CC=C1C1=NC=2C(=NC(=CC2)C2=CC=CC=C2)N1C1=CC=C(CN2CCC3(CN(C3)C=3C(C(C3OC)=O)=O)CC2)C=C1 3-(7-(4-(2-(2-aminopyridin-3-yl)-5-phenyl-3H-imidazo[4,5-b]pyridin-3-yl)benzyl)-2,7-diazaspiro[3.5]nonan-2-yl)-4-methoxycyclobut-3-ene-1,2-dione